Cobalt(II) chloride pentahydrate O.O.O.O.O.[Co](Cl)Cl